C(C)[C@@H]1N(C[C@H](N(C1)C(C)C=1C=C2N=C(C=NC2=CC1)C)CC)C=1C=2C(N(C(C1)=O)C)=CN(N2)CC#N 2-(7-((2s,5r)-2,5-diethyl-4-(1-(3-methylquinoxalin-6-yl)ethyl)piperazin-1-yl)-4-methyl-5-oxo-4,5-dihydro-2H-pyrazolo[4,3-b]pyridin-2-yl)acetonitrile